ClC1=CC(=C(C=N1)C1=NC=C(C=C1)OC1CCN(CC1)C)NCC(CO)(C)C 3-((6'-Chloro-5-((1-methylpiperidin-4-yl)oxy)-[2,3'-bipyridin]-4'-yl)amino)-2,2-dimethylpropan-1-ol